1-[2-Methoxy-5-[4-[2-(4-piperidyl)ethyl]piperidine-1-carbonyl]phenyl]hexahydropyrimidine COC1=C(C=C(C=C1)C(=O)N1CCC(CC1)CCC1CCNCC1)N1CNCCC1